4-[3-[(4-chlorophenyl)methoxy]pyrazol-1-yl]piperidine ClC1=CC=C(C=C1)COC1=NN(C=C1)C1CCNCC1